N-methyl-1-phenylmethane-d2-amine hydrochloride Cl.CNC(C1=CC=CC=C1)([2H])[2H]